CC1=C(C=C(C=C1)CCN1CCOCC1)NC(C(C)N1C=C(C2=CC(=CC=C12)S(=O)(=O)N1CCCCC1)C)=O N-[2-methyl-5-(2-morpholinoethyl)phenyl]-2-[3-methyl-5-(1-piperidylsulfonyl)indol-1-yl]propanamide